3-[[(2R)-2-[4-(2-chloro-4-fluoro-phenyl)-2-oxo-chromen-7-yl]oxypropionyl]amino]benzoic acid ClC1=C(C=CC(=C1)F)C1=CC(OC2=CC(=CC=C12)O[C@@H](C(=O)NC=1C=C(C(=O)O)C=CC1)C)=O